2-bromothiazole-5-carboxylic acid BrC=1SC(=CN1)C(=O)O